2',3,5'-Trichloro-4-((3,5-difluoropyridin-2-yl)methoxy-d2)-6-methyl-2H-[1,4'-bipyridin]-2-one ClC1=NC=C(C(=C1)N1C(C(=C(C=C1C)OC([2H])([2H])C1=NC=C(C=C1F)F)Cl)=O)Cl